C(CCC)OC(=O)C1=CC=C(C=C1)C1=CC=C(C=C1)C(=O)OCCCC.C(CCCC#C)C=1C=C(C=CC1)C1=CC=C(C=C1)OC1OCCCC1 2-((3'-(hex-5-yn-1-yl)-[1,1'-biphenyl]-4-yl)oxy)tetrahydro-2H-pyran dibutyl-4,4'-biphenyl-dicarboxylate